ClC=1C(=C(C2=C(N(CCO2)CC2=CC=C(C=C2)OC)C1)C(=O)O)OC 6-chloro-7-methoxy-4-[(4-methoxyphenyl)methyl]-3,4-dihydro-2H-1,4-benzoxazine-8-carboxylic acid